2-(6-(4-((4-(2,6-dioxopiperidin-3-yl)-3-fluorobenzyl)(methyl)amino)piperidin-1-yl)-1-oxoisoindolin-2-yl)-2-(5-fluoro-2-hydroxyphenyl)-N-(thiazol-2-yl)acetamide O=C1NC(CCC1C1=C(C=C(CN(C2CCN(CC2)C2=CC=C3CN(C(C3=C2)=O)C(C(=O)NC=2SC=CN2)C2=C(C=CC(=C2)F)O)C)C=C1)F)=O